tert-butyl (2S)-6-({[(tert-butoxy)carbonyl]imino}(methyl)oxo-λ6-sulfanyl)-2-(hydroxymethyl)-1,4-oxazepane-4-carboxylate C(C)(C)(C)OC(=O)N=S(C1CN(C[C@H](OC1)CO)C(=O)OC(C)(C)C)(=O)C